C(#N)C1=CC(=C(COC2=CC=CC(=N2)C2CCN(CC2)[C@H](C)C2=NC3=C(N2C)C=C(C=C3OC)C(=O)O)C=C1)F (R)-2-(1-(4-(6-((4-Cyano-2-fluorobenzyl)oxy)pyridin-2-yl)piperidin-1-yl)ethyl)-4-methoxy-1-methyl-1H-benzo[d]imidazole-6-carboxylic acid